tert-butyl 3-chloropyrrolo[2,3-b]pyrazine-5-carboxylate ClC1=CN=C2C(=N1)N(C=C2)C(=O)OC(C)(C)C